4-(3-(6-Fluoropyridin-3-yloxy)phenyl)-6-methyl-1-tosyl-1H-pyrrolo[2,3-c]pyridin-7(6H)-one FC1=CC=C(C=N1)OC=1C=C(C=CC1)C=1C2=C(C(N(C1)C)=O)N(C=C2)S(=O)(=O)C2=CC=C(C)C=C2